The molecule is a hydroxyisoflavanone that is isoflavanone substituted by hydroxy groups at positions 7 and 2' and a methoxy group at position 4'. It has a role as an antibacterial agent and a metabolite. It is a hydroxyisoflavanone, a methoxyisoflavanone and a member of (3R)-2'-hydroxyisoflavanones. COC1=CC(=C(C=C1)[C@@H]2COC3=C(C2=O)C=CC(=C3)O)O